tert-butyl 4-(4-(2,6-dioxopiperidin-3-yl)-2,5-difluorophenyl)piperidine-1-carboxylate O=C1NC(CCC1C1=CC(=C(C=C1F)C1CCN(CC1)C(=O)OC(C)(C)C)F)=O